CC1=CC=C(CC2(CC2)C(=O)O)C=C1 1-(4-methylbenzyl)cyclopropane-1-carboxylic acid